2-(4-(3-(3,5-Bis(trifluoromethyl)phenyl)ureido)phenyl)-N-methyl-1,5-naphthyridine-4-carboxamide FC(C=1C=C(C=C(C1)C(F)(F)F)NC(NC1=CC=C(C=C1)C1=NC2=CC=CN=C2C(=C1)C(=O)NC)=O)(F)F